4-[3-(1-cyclopropylpyrazol-4-yl)-7,8-dihydro-5H-1,6-naphthyridin-6-yl]-7-methyl-thieno[3,2-d]pyrimidine C1(CC1)N1N=CC(=C1)C=1C=NC=2CCN(CC2C1)C=1C2=C(N=CN1)C(=CS2)C